(3R,5S)-4-(6-cyano-7-(2-fluoro-3-methylphenyl)-1-(2-isopropyl-4-methylpyridine-3-yl)-2-oxo-1,2-dihydropyrido[2,3-d]pyrimidin-4-yl)-3,5-dimethylpiperazine-1-carboxylate C(#N)C1=CC2=C(N(C(N=C2N2[C@@H](CN(C[C@@H]2C)C(=O)[O-])C)=O)C=2C(=NC=CC2C)C(C)C)N=C1C1=C(C(=CC=C1)C)F